N-(1-cyclohexyl-1H-pyrazolo[3,4-d]pyrimidin-6-yl)-6-methoxy-2-methyl-1,2,3,4-tetrahydroisoquinolin-7-amine C1(CCCCC1)N1N=CC=2C1=NC(=NC2)NC2=C(C=C1CCN(CC1=C2)C)OC